(6-bromo-8-fluoro-1,2,3,4-tetrahydronaphthalen-2-yl)carbamic acid benzyl ester C(C1=CC=CC=C1)OC(NC1CC2=C(C=C(C=C2CC1)Br)F)=O